[Zn+2].C(CNC([S-])=S)NC([S-])=S.[Zn+2].C(CNC([S-])=S)NC([S-])=S zinc ethane-1,2-diylbis(dithiocarbamate) zinc